C1CC12CCN(CC2)CC(=O)NC=2C=C(C(=NC2)C)NC(=O)C=2C=NN1C2SC(=C1)Br N-(5-(2-(6-azaspiro[2.5]octan-6-yl)acetamido)-2-methylpyridin-3-yl)-2-bromopyrazolo[5,1-b]thiazole-7-carboxamide